COC(=O)C1=CC2=C(N(C(=N2)C=2N3CCCCCCNC=4N=CC=CC4C=4C=CC(C2)=C3N4)C)C(=C1)OC 7-methoxy-1-methyl-2-(6,8,15,21-tetraazatetracyclo[13.5.2.02,7.018,22]docosa-1(21),2(7),3,5,16,18(22),19-heptaen-16-yl)benzimidazole-5-carboxylic acid methyl ester